NC1=NC=2C=C(C(=CC2C2=C1C(OC2)C)C(=O)N(C=2C=NN(C2)C)CC2=NC=C(C=C2F)C#C)Cl 4-amino-7-chloro-N-[(5-ethynyl-3-fluoropyridin-2-yl)methyl]-3-methyl-N-(1-methylpyrazol-4-yl)-1,3-dihydrofuro[4,3-c]quinoline-8-carboxamide